2-chloro-4-((6-nitropyridin-3-yl)oxy)pyridine methyl-(E)-N-(2-cyano-3-(5-(1-cyclohexyl-1,6-dihydroimidazo[4,5-d]pyrrolo[2,3-b]pyridin-2-yl)furan-2-yl)acryloyl)-N-methylglycinate COC(CN(C)C(\C(=C\C=1OC(=CC1)C1=NC=2C(=C3C(=NC2)NC=C3)N1C1CCCCC1)\C#N)=O)=O.ClC1=NC=CC(=C1)OC=1C=NC(=CC1)[N+](=O)[O-]